bis(citraconimido)diphenylmethane C1(C(C)=CC(N1C(C1=CC=CC=C1)(C1=CC=CC=C1)N1C(C(C)=CC1=O)=O)=O)=O